ClC=1C=C2C=CC(=CC2=CC1)S(=O)(=O)N1CCC2(CC(CO2)NC[C@@H](COC=2C=C(C=CC2)S(=O)(=O)NC)O)CC1 3-((2S)-3-(8-(6-chloronaphthalen-2-ylsulfonyl)-1-oxa-8-azaspiro[4.5]decan-3-ylamino)-2-hydroxypropoxy)-N-methylbenzenesulfonamide